ClC1=CC=C(C(=O)C2=C(SC=C2CC)NC([C@H](CC(=O)OC(C)(C)C)NC(=O)OCC2C3=CC=CC=C3C=3C=CC=CC23)=O)C=C1 tert-butyl (3S)-4-[[3-(4-chlorobenzoyl)-4-ethyl-2-thienyl]amino]-3-(9H-fluoren-9-ylmethoxycarbonylamino)-4-oxo-butanoate